FC(C(C(F)(F)F)OC1=C(C(C(C(C1(F)F)(F)F)(F)F)(F)F)C(C(F)(F)F)(C(F)(F)F)F)(F)F 1-(hexafluoroisopropoxy)-2-(perfluoroisopropyl)-3,3,4,4,5,5,6,6-octafluoro-1-cyclohexene